CN(CC1=CC(=CC=C1)C(F)(F)F)CC=1C=C(C=CC1)NC=1C(N(C(C1)=O)C1C(NC(CC1)=O)=O)=O 3-(3-((3-((methyl(3-(trifluoromethyl)benzyl)amino)-methyl)phenyl)amino)-2,5-dioxo-2,5-dihydro-1H-pyrrol-1-yl)piperidine-2,6-dione